2-thiophenecarboxylate copper (I) [Cu+].S1C(=CC=C1)C(=O)[O-]